5-(2-ethoxy-3-pyridyl)-1-isopropyl-N-[(3-methoxy-2-pyridyl)methyl]-3-methyl-pyrazolo[4,3-b]pyridin-7-amine C(C)OC1=NC=CC=C1C1=CC(=C2C(=N1)C(=NN2C(C)C)C)NCC2=NC=CC=C2OC